1-benzyl-3-bromo-5-(methoxymethyl)-1,2,4-triazole C(C1=CC=CC=C1)N1N=C(N=C1COC)Br